ethyl 7-chloro-3-(3,5-dichlorophenyl)imidazo[1,2-b]pyridazine-2-carboxylate ClC1=CC=2N(N=C1)C(=C(N2)C(=O)OCC)C2=CC(=CC(=C2)Cl)Cl